2-Fluoro-N-(1-methyl-3-((trimethylsilyl)ethynyl)-1H-pyrrolo[2,3-b]pyridin-5-yl)acrylamide FC(C(=O)NC=1C=C2C(=NC1)N(C=C2C#C[Si](C)(C)C)C)=C